(2R)-1,4-dioxane-2-ylmethanol O1[C@@H](COCC1)CO